NC(C(=O)N1CCN(CC1)C(=O)NC1=NC(N(C=C1)C1CCC(CC1)CN1CCC2(CC(C2)N)CC1)=O)(C)C 4-(2-Amino-2-methylpropanoyl)-N-(1-(4-((2-amino-7-azaspiro[3.5]nonan-7-yl)methyl)cyclohexan-1-yl)-2-oxo-1,2-dihydropyrimidin-4-yl)piperazine-1-carboxamide